pyrrole-2(1H,3H,4H)-carboxylate N1C(CCC1)C(=O)[O-]